3-cyclopropyl-1-(6-methyl-2-((1-(2-methyl-2-azaspiro[3.3]heptan-6-yl)-1H-pyrazol-4-yl)amino)pyrido[3,4-d]pyrimidin-8-yl)pyrrolidine-3-carbonitrile C1(CC1)C1(CN(CC1)C1=NC(=CC2=C1N=C(N=C2)NC=2C=NN(C2)C2CC1(CN(C1)C)C2)C)C#N